2,5-bis(4-pyridyl)-bithiophene N1=CC=C(C=C1)C1(SC(=CC1)C1=CC=NC=C1)C=1SC=CC1